ClC1=C(C=C(OCC(=O)N[C@H]2CC[C@@H](N(C2)C(=O)OCCCC)C(NC2=CC=C(C=C2)Cl)=O)C=C1)F butyl (2R,5S)-5-[2-(4-chloro-3-fluorophenoxy)acetamido]-2-[(4-chlorophenyl)carbamoyl]piperidine-1-carboxylate